O=C1C[C@@H](CC1)NC(OC(C)(C)C)=O |r| Rac-tert-butyl (3-oxocyclopentyl)carbamate